C(C)[C@H]1N(C[C@@H](N(C1)C=1C=2C(NC(N1)=O)=CN(N2)CC#N)C)C(C)C=2C=C1N=CC=NC1=CC2 2-(7-((2s,5r)-5-ethyl-2-methyl-4-(1-(quinoxalin-6-yl)ethyl)piperazin-1-yl)-5-oxo-4,5-dihydro-2H-pyrazolo[4,3-d]pyrimidin-2-yl)acetonitrile